2-chloro-4-(dibenzo[B,d]furan-4-yl)-6-(6-phenylnaphthalen-2-yl)-1,3,5-triazine ClC1=NC(=NC(=N1)C1=CC=CC2=C1OC1=C2C=CC=C1)C1=CC2=CC=C(C=C2C=C1)C1=CC=CC=C1